ClC1=C(C=C(C=C1)F)C1N(C2=NC=CC3=C(C=C(C1=C23)NC(C2=CC(=CC(=C2)C(F)(F)F)F)=O)C=2C=NN(C2)C2CC2)CC2=CC=C(C=C2)OC N-(2-(2-chloro-5-fluorophenyl)-5-(1-cyclopropyl-1H-pyrazol-4-yl)-1-(4-methoxybenzyl)-1,2-dihydropyrrolo[4,3,2-ij]isoquinolin-3-yl)-3-fluoro-5-(trifluoromethyl)benzamide